FC=1C=C(CNC(=O)[C@]2(C=3C=CC=NC3[C@H](CC2)O)F)C=CC1F (5s,8s)-N-(3,4-difluorobenzyl)-5-fluoro-8-hydroxy-5,6,7,8-tetrahydroquinoline-5-carboxamide